4-(trifluoromethyl)piperazine-1-carboxylic acid benzyl ester C(C1=CC=CC=C1)OC(=O)N1CCN(CC1)C(F)(F)F